ethyl 5-(2-chlorophenyl)-1,2,3,6-tetrahydropyridine-4-carboxylate ClC1=C(C=CC=C1)C1=C(CCNC1)C(=O)OCC